2-(1-methylcyclopropyl)-1H-benzimidazol CC1(CC1)C1=NC2=C(N1)C=CC=C2